CC1(OCC(NC1)=O)C 6,6-dimethylmorpholin-3-one